BrC1=C(C=CC=C1)OC1=CC(=CC=C1)Cl 1-bromo-2-(3-chlorophenoxy)benzene